6-chloro-3-[[(1R)-1-[2-(1H-indol-6-yl)-3,6-dimethyl-4-oxo-benzopyran-8-yl]ethyl]amino]-N-methylsulfonyl-pyridine-2-carboxamide ClC1=CC=C(C(=N1)C(=O)NS(=O)(=O)C)N[C@H](C)C1=CC(=CC=2C(C(=C(OC21)C2=CC=C1C=CNC1=C2)C)=O)C